FC(C(C(F)(F)F)(F)F)(N(S(=O)(=O)C(C(C(C(F)(F)F)(F)F)(F)F)(F)F)C(C(C(C(C(C(F)(F)F)(F)F)(F)F)(F)F)(F)F)(F)F)F perfluorohexyl-(butyl)sulfonyl-propylamine